2,3-dibromobenzyl propionate C(CC)(=O)OCC1=C(C(=CC=C1)Br)Br